C(C)(C)(C)[Si](OC)(OC)C(C)C t-butyl-isopropyl-dimethoxysilane